CNC(=O)C1=CC=C(C=C1)C=1N=C2SC3=C(N2C1)C=CC(=C3)C(=O)N[C@@H]3CN(CCC3)C(=O)OC(C)(C)C tert-butyl (S)-3-(2-(4-(methylcarbamoyl)phenyl)benzo[d]imidazo[2,1-b]thiazole-7-carboxamido)piperidine-1-carboxylate